(1R,2S,6R)-2-amino-6-(2-(2-fluorophenyl)-6-(pyrimidin-2-yl)-1H-benzo[d]imidazol-1-yl)cyclohexan-1-ol N[C@@H]1[C@H]([C@@H](CCC1)N1C(=NC2=C1C=C(C=C2)C2=NC=CC=N2)C2=C(C=CC=C2)F)O